ClC=1C=C(OCC2=C(C=C(CN3CC(C3)C(=O)O)C=C2C)C)C=CC1Cl 1-(4-((3,4-dichlorophenoxy)methyl)-3,5-dimethylbenzyl)azetidine-3-carboxylic acid